5-amino-N-cyclopropyl-N-(2-(trifluoromethyl)-6,7-dihydro-5H-cyclopenta[b]pyridin-5-yl)benzo[c][2,6]naphthyridin-9-carboxamide NC1=NC2=C(C3=CN=CC=C13)C=C(C=C2)C(=O)N(C2CCC1=NC(=CC=C12)C(F)(F)F)C1CC1